C(C1=CC=CC=C1)NC1=C2N=CN(C2=NC(=N1)CC)[C@H]1[C@@H]([C@@H]([C@H](O1)C(=O)NC)O)O (2S,3S,4R,5R)-5-(6-(benzylamino)-2-ethyl-9H-purin-9-yl)-3,4-dihydroxyl-N-methyl-tetrahydrofuran-2-formamide